3-Amino-6-chloro-4-(3-hydroxyphenyl)-1H-quinolin-2-one NC=1C(NC2=CC=C(C=C2C1C1=CC(=CC=C1)O)Cl)=O